S1C(=CC2=C1C=CC=C2)C2=CC=C(C=C2)NC2=CC=C(C=C2)C2=CC1=C(N=C(O1)C1=CC=CC=C1)C=C2 N-(4-benzothiophene-2-yl-phenyl)-N-{4-(2-phenyl-benzooxazole-6-yl)-phenyl}-amine